1-Undecyl-3-Methylpiperidinium cyanid [C-]#N.C(CCCCCCCCCC)[NH+]1CC(CCC1)C